C(#N)CC1=C(C=C2C=C(C=CN12)C1CCOCC1)C(=O)OC methyl 3-(cyanomethyl)-7-(3,4,5,6-tetrahydro-2H-pyran-4-yl)indolizine-2-carboxylate